O=C1NC(CCC1N1C(C2=CC=CC(=C2C1=O)OCC(=O)NCCCCCCCCNC(C1=CC=C(C=C1)NC1=NC=C(C(=N1)NCC1=CC(=CC=C1)S(=O)(=O)C)C(F)(F)F)=O)=O)=O N-(8-(2-((2-(2,6-dioxopiperidin-3-yl)-1,3-dioxoisoindolin-4-yl)oxy)acetamido)octyl)-4-((4-((3-(methylsulfonyl)benzyl)amino)-5-(trifluoromethyl)pyrimidin-2-yl)amino)benzamide